C(CCC)NC(NC=1C=C2C(=NC=NC2=CC1OCCCCC)OC1=C(C=C(C=C1)NC(=O)C1C(N(CCC1)C1=CC=C(C=C1)F)=O)F)=O N-(4-((6-(3-butylureido)-7-(pentyloxy)quinazolin-4-yl)oxy)-3-fluorophenyl)-1-(4-fluorophenyl)-2-oxopiperidine-3-carboxamide